1,6-Methanonaphthalen C12=CC=CC3=CC(=CC=C13)C2